ethyl 6,7-dichloro-3-(1-(tetrahydro-2H-pyran-2-yl)-1H-pyrazol-4-yl)-1-((triisopropylsilyl)ethynyl)-1H-indole-2-carboxylate ClC1=CC=C2C(=C(N(C2=C1Cl)C#C[Si](C(C)C)(C(C)C)C(C)C)C(=O)OCC)C=1C=NN(C1)C1OCCCC1